methyl (E)-2-[2-[3-(4-nitrophenoxy) phenoxy] phenyl]-3-methoxypropenoate [N+](=O)([O-])C1=CC=C(OC=2C=C(OC3=C(C=CC=C3)/C(/C(=O)OC)=C\OC)C=CC2)C=C1